N1N=CC2=CC=C(C=C12)CN(C1=CC=C(CN2C(CNC(C2)=O)=O)C=C1)CC1=CC(=CC=C1)OC 1-(4-(((1H-indazol-6-yl)methyl)(3-methoxybenzyl)amino)benzyl)piperazine-2,5-dione